COC(CN(CC1=CC=C(C=C1)OC)C1=NC(=NC=C1C=O)SC)=O N-(5-formyl-2-(methylthio)pyrimidin-4-yl)-N-(4-methoxybenzyl)glycine methyl ester